FC(C(=O)N1CC(C1)N1N=C(C=2N=CN=C(C21)OC)C2=CC=C(C=C2)C(F)(F)F)=C 2-fluoro-1-(3-(7-methoxy-3-(4-(trifluoromethyl)phenyl)-1H-pyrazolo[4,3-d]pyrimidin-1-yl)azetidin-1-yl)prop-2-en-1-one